C(CCCCCCC)[Al](OC1=C(C=CC=C1C(C)(C)C)C(C)(C)C)OC1=C(C=CC=C1C(C)(C)C)C(C)(C)C n-octylbis(2,6-di-t-butylphenoxy)aluminum